5-methylnaphthalen-2-ol CC1=C2C=CC(=CC2=CC=C1)O